7-(1H-imidazol-5-yl)-3-isopropyl-2-phenylimidazo[2,1-f][1,2,4]triazin-4(3H)-one N1C=NC=C1C1=CN=C2C(N(C(=NN21)C2=CC=CC=C2)C(C)C)=O